N1-(5,6-difluoro-1H-indol-3-yl)-N2-((2,2-difluorobenzo[d][1,3]dioxol-4-yl)methyl)oxalamide FC=1C=C2C(=CNC2=CC1F)NC(C(=O)NCC1=CC=CC=2OC(OC21)(F)F)=O